ClC1=NC=CC(=C1)NC1=NC(=NC(=N1)NC(C)C)C1=NC(=CC=C1)C(F)(F)F N2-(2-Chloropyridin-4-yl)-N4-isopropyl-6-(6-(trifluoromethyl)pyridin-2-yl)-1,3,5-triazine-2,4-diamine